5-(2-acetamidoacetamido)-N-((5-bromothiophen-2-yl)sulfonyl)-2,4-dichlorobenzamide C(C)(=O)NCC(=O)NC=1C(=CC(=C(C(=O)NS(=O)(=O)C=2SC(=CC2)Br)C1)Cl)Cl